ClC=1C=CC=2N(N1)C(=CN2)C2=NC=CC(=C2)C#CC(C)(O)C 4-(2-(6-chloroimidazo[1,2-b]pyridazin-3-yl)pyridin-4-yl)-2-methyl-3-butyn-2-ol